4-Iodopyrimidine hydroiodide I.IC1=NC=NC=C1